[3-[(4-amino-6-(1,2-thiazol-3-yl)-pyrazolo[3,4-d]pyrimidin-2-yl)methyl]phenyl]methanol NC=1C=2C(N=C(N1)C1=NSC=C1)=NN(C2)CC=2C=C(C=CC2)CO